O=C(OCC1=CC=CC=C1)N[C@H](COC(OCC1=CC=CC=C1)=O)[C@@H]1CC(N(C1)C(=O)OC(C)(C)C)=O tert-Butyl (R)-4-((S)-3,8-dioxo-1,10-diphenyl-2,7,9-trioxa-4-azadecan-5-yl)-2-oxopyrrolidine-1-carboxylate